2-Acetamido-5'-O-[bis(4-methoxyphenyl)(phenyl)methyl]-N-(2-{[tert-butyl(dimethyl)silyl]oxy}ethyl)adenosine 1,1-Dimethylethyl-3-hydroxy-3-(1-nitroethyl)azetidine-1-carboxylate CC(C)(C)C1N(CC1(C(C)[N+](=O)[O-])O)C(=O)O.C(C)(=O)NC=1N=C(C=2N=CN([C@H]3[C@H](O)[C@H](O)[C@@H](COC(C4=CC=CC=C4)(C4=CC=C(C=C4)OC)C4=CC=C(C=C4)OC)O3)C2N1)NCCO[Si](C)(C)C(C)(C)C